C(C1=CC(O)=C(O)C(O)=C1)(=O)C(=O)[C@](O)([C@@](O)([C@H](O)[C@H](O)COC(C1=CC(O)=C(O)C(O)=C1)=O)C(C1=CC(O)=C(O)C(O)=C1)=O)C(C1=CC(O)=C(O)C(O)=C1)=O 1,2,3,6-O-tetra-galloyl-glucose